FC1=C(C(=C(C=C1)CC(=O)[O-])F)F trifluorophenylacetate